C(C1=CC=CC=C1)(C1=CC=CC=C1)NC1=C(CC2C(OCC2)=O)C=CC=C1 3-(2-((benzhydryl)amino)benzyl)dihydrofuran-2(3H)-one